(6R,7R)-7-[[(2Z)-(2-amino-4-thiazolyl)(methoxyimino)acetyl]amino]-8-oxo-3-[(2S)-tetrahydro-2-furanyl]-5-thia-1-azabicyclo[4.2.0]oct-2-ene-2-carboxylic acid, monosodium salt [Na+].NC=1SC=C(N1)/C(/C(=O)N[C@H]1[C@H]2SCC(=C(N2C1=O)C(=O)[O-])[C@H]1OCCC1)=N/OC